C(CC)S(=O)(=O)CCC.[Na] sodium propylsulfon